(R)-N-(4,4-dimethoxy-3-oxo-1-(pyrazin-2-yl)butyl)-2-methylpropane-2-sulfinamide COC(C(CC(C1=NC=CN=C1)N[S@](=O)C(C)(C)C)=O)OC